ethyl 2-[1-(3-nitrophenyl)-3-oxo-cyclobutyl]acetate [N+](=O)([O-])C=1C=C(C=CC1)C1(CC(C1)=O)CC(=O)OCC